FC(C=1C(=C(C=CC1)[C@@H](C)NC=1C=2C(N=C(N1)OC)=C(C(N(C2)C2=NC=NC=C2)=O)C)F)F (R)-4-((1-(3-(difluoromethyl)-2-fluorophenyl)ethyl)amino)-2-methoxy-8-methyl-6-(pyrimidin-4-yl)pyrido[4,3-d]pyrimidin-7(6H)-one